[13N]ammonia [13NH3]